C(N)(OC(CC1CC(C1)OC1=CC=C(C=C1)C(C)(C)C1=CC=C(C=C1)OC1=NC=CC(=N1)N1CC2(COC2)C1)(C)C)=O ((1s,3s)-3-(4-(2-(4-((4-(2-oxa-6-azaspiro[3.3]heptane-6-yl)pyrimidine-2-yl)oxy)phenyl)propan-2-yl)phenoxy)cyclobutyl)tert-butyl carbamate